2-[(3-azidopropyl){6-[(1,3-benzothiazol-2-yl)amino]-5-methylpyridazin-3-yl}amino]-5-(3-{2-fluoro-4-[3-(methylamino)prop-1-yn-1-yl]phenoxy}propyl)-1,3-thiazole-4-carboxylic acid N(=[N+]=[N-])CCCN(C=1SC(=C(N1)C(=O)O)CCCOC1=C(C=C(C=C1)C#CCNC)F)C=1N=NC(=C(C1)C)NC=1SC2=C(N1)C=CC=C2